3-(6-bromo-3-oxo-1H-isoindol-2-yl)piperidine-2,6-dione BrC1=CC=C2C(N(CC2=C1)C1C(NC(CC1)=O)=O)=O